3-fluoro-4-methoxypyridin-2-amine FC=1C(=NC=CC1OC)N